2-chloro-5-(cyclopentylsulfinyl)pyridine ClC1=NC=C(C=C1)S(=O)C1CCCC1